N-((2R,3S)-1-(2-methylthiazol-4-yl)-2-((((CIS)-4-phenylcyclohexyl)oxy)methyl)pyrrolidin-3-yl)methanesulfonamide CC=1SC=C(N1)N1[C@H]([C@H](CC1)NS(=O)(=O)C)CO[C@@H]1CC[C@@H](CC1)C1=CC=CC=C1